N-(3-(4-amino-1-((4-oxo-3-phenyl-4H-chromen-2-yl)methyl)-1H-pyrazolo[3,4-d]pyrimidin-3-yl)phenyl)acetamide NC1=C2C(=NC=N1)N(N=C2C=2C=C(C=CC2)NC(C)=O)CC=2OC1=CC=CC=C1C(C2C2=CC=CC=C2)=O